O1C(OCC1)C1=C(C=NC(=C1)OC)OCC=1C=NC=C(C(=O)OCCO)C1 2-hydroxyethyl 5-(((4-(1,3-dioxolan-2-yl)-6-methoxypyridin-3-yl)oxy)methyl)nicotinate